FC1=C(C=C(C=C1)OC(F)(F)F)CC(=O)NC1=CC=C(N=N1)CCCCN1N=NC(=C1)C(=O)NCC=1C=NC=CC1 1-(4-(6-(2-(2-fluoro-5-(trifluoromethoxy)phenyl)acetamido)pyridazin-3-yl)butyl)-N-(pyridin-3-ylmethyl)-1H-1,2,3-triazole-4-carboxamide